2,4,6-trimethyl-pyrylium tetrafluoroborate F[B-](F)(F)F.CC1=[O+]C(=CC(=C1)C)C